2-[4-[1-[4-(2-hydroxyeth-oxy)-3,5-di(naphthalen-2-yl)-phenyl]-1-methyl-ethyl]-2,6-di(naphthalen-2-yl)-phenoxy]ethanol OCCOC1=C(C=C(C=C1C1=CC2=CC=CC=C2C=C1)C(C)(C)C1=CC(=C(OCCO)C(=C1)C1=CC2=CC=CC=C2C=C1)C1=CC2=CC=CC=C2C=C1)C1=CC2=CC=CC=C2C=C1